C(=O)(OC(C)(C)C)N1C2C(=CCC1CC2)B(O)O N-Boc-8-azabicyclo[3.2.1]oct-2-ene-2-boronic acid